4-((R)-2-Azidobutan-2-yl)-6-chloro-1-(((2R)-4-(methylsulfinyl)butan-2-yl)oxy)-2,7-naphthyridine N(=[N+]=[N-])[C@](C)(CC)C1=CN=C(C2=CN=C(C=C12)Cl)O[C@H](C)CCS(=O)C